(4-Acetylpiperazin-1-yl)-N-(5-methylhexyl)-1H-benzo[d]imidazole-1-carboxamide C(C)(=O)N1CCN(CC1)C1=NC2=C(N1C(=O)NCCCCC(C)C)C=CC=C2